ClC1=NC(=CC(=C1)[C@@H]1C[C@@H](C1)OC)S(=O)(=O)C 2-chloro-4-((cis)-3-methoxycyclobutyl)-6-(methylsulfonyl)pyridine